C1CC12CN(CC2)CCNC(=O)C=2C=C(C(=NC2)C)NC(=O)C=2C=NN1C2SC(=C1)C=1C=NN(C1C)C N-(5-((2-(5-azaspiro[2.4]heptan-5-yl)ethyl)carbamoyl)-2-methylpyridin-3-yl)-2-(1,5-dimethyl-1H-pyrazol-4-yl)pyrazolo[5,1-b]thiazole-7-carboxamide